5-bromo-4-cyclopropyl-N-((2-cyclopropylphenyl)carbamoyl)-2-fluorobenzamide BrC=1C(=CC(=C(C(=O)NC(NC2=C(C=CC=C2)C2CC2)=O)C1)F)C1CC1